[2-(pyridin-2-yl)pyridin-3-yl]pyrimidine-2,4-diamine N1=C(C=CC=C1)C1=NC=CC=C1C=1C(=NC(=NC1)N)N